C1(=CC=CC=C1)N1C[C@@H](CC1)CNC(OC(C)(C)C)=O (S)-tert-butyl ((1-phenylpyrrolidin-3-yl)methyl)carbamate